CC(COC1=CC=C(C=C1)[C@H](CC(=O)O)C#CC)C (3S)-3-[4-(2-methylpropyloxy)phenyl]hex-4-ynoic acid